3-(difluoromethoxy)-5-methoxy-2-nitropyridine FC(OC=1C(=NC=C(C1)OC)[N+](=O)[O-])F